(1R,4R)-4-(3-Chloroanilino)-2'-[(2R)-2-methyl-3-phenoxypropyl]-2',3'-dihydrospiro[cyclohexane-1,1'-indene]-4-carboxylic acid ClC=1C=C(NC2(CCC3(C(CC4=CC=CC=C34)C[C@H](COC3=CC=CC=C3)C)CC2)C(=O)O)C=CC1